diammonium cyclohexane mono-(+)-tartrate salt C(=O)([O-])C(O)C(O)C(=O)[O-].C1CCCCC1.[NH4+].[NH4+]